C(C)(=O)OC1=C(C=C(C=C1)CN)OCC=1C=C(C2=C(C(=CO2)C(F)(F)F)C1)Br (4-(aminomethyl)-2-((7-bromo-3-(trifluoromethyl) benzofuran-5-yl) methoxy) phenyl) acetate